5-(3-methoxyphenyl)-7-(methoxymethyl)pyrazolo[1,5-a]Pyrimidine-3-carboxylic acid sodium salt [Na+].COC=1C=C(C=CC1)C1=NC=2N(C(=C1)COC)N=CC2C(=O)[O-]